ClC=1N=C(NC1[C@H]1[C@H](CN(CC1)S(=O)(=O)CS(=O)(=O)C)C)C1=NC=C(C=C1)F 2-[4-Chloro-5-[(3R,4R)-3-methyl-1-(methylsulfonylmethylsulfonyl)-4-piperidyl]-1H-imidazol-2-yl]-5-fluoro-pyridine